1,5-bis[6-(2,2,3,3,11,11,12,12-octamethyl-5,9-dioctyl-4,10-dioxa-7-aza-3,11-disilatridecan-7-yl)hexyl] 3-hydroxy-3-methylpentanedioate OC(CC(=O)OCCCCCCN(CC(O[Si](C(C)(C)C)(C)C)CCCCCCCC)CC(O[Si](C(C)(C)C)(C)C)CCCCCCCC)(CC(=O)OCCCCCCN(CC(O[Si](C(C)(C)C)(C)C)CCCCCCCC)CC(O[Si](C(C)(C)C)(C)C)CCCCCCCC)C